FC=1C=CC(=C(C1)C1=CC(=C(N1)C)C(=O)N(C=1C=NN(C1)C)C1=CC=C(C=C1)O)C(=O)N1CC2=CC=CC=C2C[C@H]1CN1CCOCC1 5-(5-fluoro-2-{[(3S)-3-(morpholin-4-ylmethyl)-3,4-dihydroisoquinolin-2(1H)-yl]carbonyl}phenyl)-N-(4-hydroxyphenyl)-2-methyl-N-(1-methyl-1H-pyrazol-4-yl)-1H-pyrrole-3-carboxamide